S(=O)(=O)(C1=CC=C(C)C=C1)OC[C@@H]1CN(CC1)C(=O)OC(C)(C)C tert-butyl (S)-3-((tosyloxy)methyl)pyrrolidine-1-carboxylate